ferrocenyl-tetrazoleN [C-]1(C=CC=C1)N1N=NCN1.[CH-]1C=CC=C1.[Fe+2]